6-bromo-5-((4-fluorophenyl)amino)-1H-indazole BrC1=C(C=C2C=NNC2=C1)NC1=CC=C(C=C1)F